C(C1=CC=CC=C1)(=O)O[C@H]1[C@@]2(CCC1)CCC=1C2=NC=2N(C1N[C@@H]1C[C@H](CC1)NC(=O)OC(C)(C)C)N=C(C2)Br (1'S,2'R)-2-bromo-8-(((1S,3S)-3-((tert-butoxycarbonyl)amino)cyclopentyl)amino)-6,7-diHydrospiro[cyclopenta[d]pyrazolo[1,5-a]pyrimidine-5,1'-cyclopentane]-2'-yl benzoate